1,4-diazidopentane N(=[N+]=[N-])CCCC(C)N=[N+]=[N-]